3-[2-chloro-6-cyano-4-[1-methyl-1-[4-[(2-methylsulfonylpyrimidin-4-yl)methoxy]phenyl]ethyl]phenoxy]-N-[[2-(2,6-dioxo-3-piperidyl)-1,3-dioxo-isoindolin-5-yl]methyl]propanamide ClC1=C(OCCC(=O)NCC=2C=C3C(N(C(C3=CC2)=O)C2C(NC(CC2)=O)=O)=O)C(=CC(=C1)C(C)(C1=CC=C(C=C1)OCC1=NC(=NC=C1)S(=O)(=O)C)C)C#N